Triethylsilyl ethenesulfonate C(=C)S(=O)(=O)O[Si](CC)(CC)CC